3-chloro-5-(2-hydroxypropan-2-yl)pyridine-2-carbonitrile ClC=1C(=NC=C(C1)C(C)(C)O)C#N